(2s,5r)-N-(3-chloro-4-fluorophenyl)-1-(3-cyano-6-methyl-4-(trifluoromethyl)pyridin-2-yl)-N,5-dimethylpyrrolidine-2-carboxamide ClC=1C=C(C=CC1F)N(C(=O)[C@H]1N([C@@H](CC1)C)C1=NC(=CC(=C1C#N)C(F)(F)F)C)C